CCCC/C=C\CCCCCCCC(=O)OC[C@H](COP(=O)(O)OC[C@@H](C(=O)O)N)OC(=O)CCCCCCC/C=C\C/C=C\C/C=C\CC 1-(9Z-tetradecenoyl)-2-(9Z,12Z,15Z-octadecatrienoyl)-glycero-3-phosphoserine